8-(Methoxymethoxy)quinoline-5-aldehyde COCOC1=CC=C(C=2C=CC=NC12)C=O